OC[C@H]1CN(CCN1)C(=O)NC1=CC=C(C=C1)NC1=NC=CC(=N1)NC1=NC(=NC=C1)C1=NC(=CC=C1)C (3R)-3-(hydroxymethyl)-N-[4-[[4-[[2-(6-methyl-2-pyridyl)pyrimidin-4-yl]amino]pyrimidin-2-yl]amino]phenyl]piperazine-1-carboxamide